NC1=CC(=C(C=N1)N1C=C(C(C2=CC(=C(N=C12)N1CC2=CC=CC(=C2C1)F)Cl)=O)C(=O)O)C 1-(6-amino-4-meth-ylpyridin-3-yl)-6-chloro-7-(4-fluoro-isoindolin-2-yl)-4-oxo-1,4-dihydro-1,8-naphthyridine-3-carboxylic acid